BrC1=C2N(N=C1C1=CC=C(C=C1)F)[C@@H]1[C@H](C2)C1 (4aS,5aS)-3-Bromo-2-(4-fluorophenyl)-4,4a,5,5a-tetrahydrocyclopropa[4,5]pyrrolo[1,2-b]pyrazole